(2S,3S)-3-aminobicyclo[2.2.2]Octane-2-carboxylic acid ethyl ester hydrochloride Cl.C(C)OC(=O)[C@H]1C2CCC([C@@H]1N)CC2